4-amino-N-((1S,2R)-2-(2-fluoronaphthalen-1-yl)-1-(5-oxo-4,5-dihydro-1,3,4-oxadiazole-2-Yl)propyl)-2-methoxybenzenesulphonamide NC1=CC(=C(C=C1)S(=O)(=O)N[C@@H]([C@H](C)C1=C(C=CC2=CC=CC=C12)F)C=1OC(NN1)=O)OC